4-(2-nitro-3-pyrazol-1-yl-anilino)piperidine-1-carboxylic acid tert-butyl ester C(C)(C)(C)OC(=O)N1CCC(CC1)NC1=C(C(=CC=C1)N1N=CC=C1)[N+](=O)[O-]